5-((6,7-dimethoxy-4-oxo-3,4-dihydro-phthalazin-1-yl)methyl)indoline-1-sulfonyl-amide hydrochloride Cl.COC=1C=C2C(NN=C(C2=CC1OC)CC=1C=C2CCN(C2=CC1)S(=O)(=O)[NH-])=O